ClC1=CC=C(C=C1)C1=C(CCC1)CN1CCN(CC1)CC=1C=C2CN(C(C2=CC1)=O)C1C(NC(CC1)=O)=O 3-(5-((4-((2-(4-chlorophenyl)cyclopent-1-en-1-yl)methyl)piperazin-1-yl)methyl)-1-oxoisoindolin-2-yl)piperidine-2,6-dione